FCC(NCCC[C@@H](C=1OC(=CN1)C1=CC=CC=C1)NC(C1=C(C=CC(=C1)N1CCOCC1)OC)=O)=N (S)-N-(4-(2-Fluoroacetimidamido)-1-(5-phenyloxazol-2-yl)butyl)-2-methoxy-5-morpholinobenzamide